FC(C1=NN=C(S1)NC(=O)C1=NN2C(C(N(CC2)CC2=NC=CC=C2)=O)=C1C)(F)F 3-methyl-4-oxo-5-pyridin-2-ylmethyl-4,5,6,7-tetrahydropyrazolo[1,5-a]pyrazine-2-carboxylic acid (5-trifluoromethyl[1,3,4]thiadiazol-2-yl)amide